C(C)C(COCC(C[N+]1=CC2=CC=CC=C2CC1)OS(=O)(=O)O)CCCC 2-[3-[(2-ethylhexyl)oxy]-2-(sulfoxy)propyl]-3,4-dihydroisoquinolinium